triphenylphosphonium tetra(pentafluorophenyl)borate FC1=C(C(=C(C(=C1[B-](C1=C(C(=C(C(=C1F)F)F)F)F)(C1=C(C(=C(C(=C1F)F)F)F)F)C1=C(C(=C(C(=C1F)F)F)F)F)F)F)F)F.C1(=CC=CC=C1)[PH+](C1=CC=CC=C1)C1=CC=CC=C1